FC=1C=C(C=C(C1)F)CCC(=O)NC1=NC=CC(=C1)C1=C(C=C(C=C1)OC)[N+](=O)[O-] 3-(3,5-difluorophenyl)-N-(4-(4-methoxy-2-nitrophenyl)pyridin-2-yl)propanamide